[Au-](Cl)Cl gold(I) Dichloride